O(C1=CC=CC=C1)C1NC(CCC1N1C(C2=CC=CC(=C2C1=O)F)=O)OC1=CC=CC=C1 2-(2,6-diphenoxypiperidin-3-yl)-4-fluoroisoindoline-1,3-dione